[K].C(CCCCCCC\C=C/CCCCCCCC)(=O)OCC ethyl oleate potassium